3-(N-(2-(4,4-difluoropiperidin-1-yl)-5-(trifluoromethyl)phenyl)sulfamoyl)-4-methoxybenzoic acid FC1(CCN(CC1)C1=C(C=C(C=C1)C(F)(F)F)NS(=O)(=O)C=1C=C(C(=O)O)C=CC1OC)F